FC=1C=C(C=C(C1)F)[C@H]1CCC=2N1C=C(N2)NC([C@H](C)N2C[C@H](C1(CC1)CC2)C2=CC=[N+](C=C2)[O-])=O 4-((R)-6-((S)-1-(((R)-5-(3,5-difluorophenyl)-6,7-dihydro-5H-pyrrolo[1,2-a]imidazol-2-yl)amino)-1-oxopropan-2-yl)-6-azaspiro[2.5]octan-4-yl)pyridine 1-oxide